trans-3-[1-(3-bromophenyl)-3-fluoro-cyclobutyl]-4-methyl-1,2,4-triazole BrC=1C=C(C=CC1)C1(CC(C1)F)C1=NN=CN1C